(2-bromo-5-fluorophenyl)-1,3-dioxolan BrC1=C(C=C(C=C1)F)C1OCCO1